C(C)N1N=CC(=C1)C=1C=C(C(=O)NC2CCC(CC2)OCCOC)C=C(N1)N1C=NC=C1 2-(1-ethyl-1H-pyrazol-4-yl)-6-(1H-imidazol-1-yl)-N-((1r,4r)-4-(2-methoxyethoxy)cyclohexyl)isonicotinamide